2-(2-methylpiperazin-1-yl)-4-phenylpyrimidine CC1N(CCNC1)C1=NC=CC(=N1)C1=CC=CC=C1